5-(1,5-naphthyridin-4-yl)-N-(5-(piperidin-4-ylmethyl)-5H-pyrrolo[2,3-b]pyrazin-3-yl)isoxazol-3-amine N1=CC=C(C2=NC=CC=C12)C1=CC(=NO1)NC1=CN=C2C(=N1)N(C=C2)CC2CCNCC2